C(C)OC(C[C@H](C1=CC2=C(N(N=N2)C)C(=C1)OC)C1=C2CCN(CC2=CC=C1)C(C1=C(C=C(C=C1)OCCCCCCC)Cl)=O)=O (R)-3-[2-(2-chloro-4-heptyloxybenzoyl)-1,2,3,4-tetrahydroisoquinolin-5-yl]-3-(7-methoxy-1-methyl-1H-benzo[d][1,2,3]triazol-5-yl)propionic acid ethyl ester